5-((7-Methyl-6-azaspiro[3.4]octan-6-yl)sulfonyl)thiophene-2-carbonitrile CC1N(CC2(CCC2)C1)S(=O)(=O)C1=CC=C(S1)C#N